bis(vinyl)sulfone C(=C)S(=O)(=O)C=C